6-[5-(difluoromethyl)-1,3,4-oxadiazol-2-yl]-2-[(1RS,2RS)-2-(2-fluorophenyl)-2-hydroxy-1-phenylethyl]-2,3-dihydro-1H-isoindol-1-one FC(C1=NN=C(O1)C1=CC=C2CN(C(C2=C1)=O)[C@@H]([C@H](O)C1=C(C=CC=C1)F)C1=CC=CC=C1)F |r|